5-Chloro-1-{3-{3-deoxy-3-[4-(2-thiazolyl)-1H-1,2,3-triazol-1-yl]-β-D-galactopyranosyl}-5-methyl-4H-1,2,4-triazol-4-yl}-2-(trifluoromethyl)benzene ClC=1C=CC(=C(C1)N1C(=NN=C1C)[C@H]1[C@H](O)[C@H]([C@@H](O)[C@H](O1)CO)N1N=NC(=C1)C=1SC=CN1)C(F)(F)F